FC(C1=NN=C(S1)C1=NC(=C2N1C=C(C=C2N2CCN(CC2)C(C(C)C)=O)S(=O)(=O)N(COCC[Si](C)(C)C)C2(COC2)CF)[2H])F 3-(5-(difluoromethyl)-1,3,4-thiadiazol-2-yl)-N-(3-(fluoromethyl)oxetan-3-yl)-8-(4-isobutyrylpiperazin-1-yl)-N-((2-(trimethylsilyl)ethoxy)methyl)imidazo[1,5-a]pyridine-6-sulfonamide-1-d